NC1=NC(=NC(=N1)N)CCCC 2,4-diamino-6-butyl-1,3,5-triazine